C(CCCCCC(C)(C)C)(=O)OOC(C)(C)CCC t-hexyl peroxy-neodecanoate